C(C)O[Si](CCCNCCNCCN)(OCC)OCC (3-triethoxysilylpropyl)diethylenetriamine